CC1=C(C=CC=C1C)N1CCN(CC1)C(CN1N=C(C2=C1CCC2)C(=O)N2C[C@H](N(CC2)C)C)=O 1-[4-(2,3-dimethylphenyl)piperazin-1-yl]-2-{3-[(3R)-3,4-dimethylpiperazine-1-carbonyl]-5,6-dihydrocyclopenta[c]pyrazol-1(4H)-yl}ethan-1-one